2-(2,6-dioxopiperidin-3-yl)-5-(((R)-pyrrolidin-3-yl)methoxy)isoindolin-1,3-dione hydrochloride Cl.O=C1NC(CCC1N1C(C2=CC=C(C=C2C1=O)OC[C@H]1CNCC1)=O)=O